3-((3-amino-4-fluorophenyl)amino)piperidine-2,6-dione hydrochloride Cl.NC=1C=C(C=CC1F)NC1C(NC(CC1)=O)=O